ClC1=C(C(=NN1C)C(F)(F)F)C=CCSC1=NOC(C1)(C)C 3-((3-(5-chloro-1-methyl-3-(trifluoromethyl)-1H-pyrazol-4-yl)allyl)thio)-5,5-dimethyl-4,5-dihydroisoxazole